4-methyl-5-oxo-2,3,4,6,8-pentaazabicyclo[4.3.0]Non-2,7,9-triene-9-carboxamide CN1N=NC2=C(N=CN2C1=O)C(=O)N